C(#N)C1=CC(=NC=C1)C#C\C=C/1\C(N(CC1)C(=O)OC(C)(C)C)(C)C tert-butyl (3E)-3-[3-(4-cyanopyridin-2-yl)prop-2-yn-1-ylidene]-2,2-dimethylpyrrolidine-1-carboxylate